5-[4-amino-5-(trifluoromethyl)pyrrolo[2,1-f][1,2,4]triazin-7-yl]-N-{1-[(1-benzyl-1H-imidazol-5-yl)methyl]-4-fluoropyrrolidin-3-yl}-2-methoxypyridine-3-carboxamide NC1=NC=NN2C1=C(C=C2C=2C=C(C(=NC2)OC)C(=O)NC2CN(CC2F)CC2=CN=CN2CC2=CC=CC=C2)C(F)(F)F